COC1=NC=C(C=C1S(=O)(=O)Cl)NC(=O)C=1N=C(OC1)C1=CC=CC=C1 2-methoxy-5-(2-phenyloxazole-4-carboxamido)pyridine-3-sulfonyl chloride